C(C)(C)(C)OC(=O)N([C@H]1C[C@H](N(C1)C(=O)OC(C)(C)C)C(=O)OC)C1=NC(=CC=C1)C1=C(C(=CC=C1)C#N)F O1-tert-butyl O2-methyl (2S,4S)-4-[tert-butoxycarbonyl-[6-(3-cyano-2-fluoro-phenyl)-2-pyridyl]amino]pyrrolidine-1,2-dicarboxylate